ClC1=C(C=C(C=C1)[C@@H]1N(OCC1)C1=CC(=NC=N1)NC=1C(=CC(=C(C1)NC(C=C)=O)N1CCOCC1)OC)F N-(5-((6-((R)-3-(4-chloro-3-fluorophenyl)isoxazolidine-2-yl)pyrimidine-4-yl)amino)-4-methoxy-2-morpholinophenyl)acrylamide